Cl.NC=1C=2N(C3=CC(=C(C=C3N1)Cl)C(=O)O)C=NC2C 4-amino-7-chloro-3-methylimidazo[1,5-a]quinoxaline-8-carboxylic acid hydrochloride